O=C1N(CCC(N1)=O)N1C(C2=CC=C(C=C2C1=O)N1CCC(CC1)C=O)=O 1-(2-(2,4-dioxotetrahydropyrimidin-1(2H)-yl)-1,3-dioxoisoindolin-5-yl)piperidine-4-carbaldehyde